ClC=CC=CCC(=O)[O-] chlorovinylvinylacetate